3-tert-butyl-N-[[4-[6-(4-hydroxyphenyl)pyrrolo[2,1-f][1,2,4]triazin-4-yl]-2-methyl-phenyl]methyl]-1,2,4-thiadiazole-5-carboxamide C(C)(C)(C)C1=NSC(=N1)C(=O)NCC1=C(C=C(C=C1)C1=NC=NN2C1=CC(=C2)C2=CC=C(C=C2)O)C